C(#C)C1=CC=C(C=C1)C#CC1=CC=CC=C1 1-ethynyl-4-(phenylethynyl)benzene